CCCCCCCCCC(=O)OC methyl n-decanoate